N-α-acetyllysine CC(=O)NC(CCCCN)C(=O)O